FC(C=1C=C(C(=C(C#N)C1)C)OC1=C(N=CN(C1=O)CC=1C(=NC=CC1)OC)C(C(F)(F)F)(F)F)F 5-(difluoromethyl)-3-((1-((2-methoxypyridin-3-yl)methyl)-6-oxo-4-(perfluoroethyl)-1,6-dihydropyrimidin-5-yl)oxy)-2-methylbenzonitrile